[Cl-].[Cl-].C1(CCCCC1)C(=[Hf+2](C1=C(C=CC=2C3=CC=C(C=C3CC12)C(C)(C)C)C(C)(C)C)C1C=CC=C1)C (cyclohexyl)(methyl)methylene(cyclopentadienyl)(2,7-di-tert-butylfluorenyl)hafnium dichloride